COC(=O)C1=CC2=C(C(NC=C2Br)=O)N1S(=O)(=O)CC1=CC=CC=C1 4-bromo-7-oxo-1-toluenesulfonyl-6,7-dihydro-1H-pyrrolo[2,3-c]pyridine-2-carboxylic acid methyl ester